N-ethyl-boronic amide C(C)NBO